O1CCOC12CCC(CC2)NC=2C=1C=C(N(C1C=CC2)CC(F)(F)F)C#CCNC2=C(C=C(C=C2)S(=O)(=O)C)OC N-{1,4-dioxaspiro[4.5]decan-8-yl}-2-{3-[(4-methanesulfonyl-2-methoxyphenyl)amino]prop-1-yn-1-yl}-1-(2,2,2-trifluoroethyl)-1H-indol-4-amine